4-bromophenol-2,3,5,6-d4 tert-butyl-1-(cyclopropylmethyl)-1H-pyrrolo[2,3-b]pyridine-2-carboxylate C(C)(C)(C)OC(=O)C1=CC=2C(=NC=CC2)N1CC1CC1.BrC1=C(C(=C(C(=C1[2H])[2H])O)[2H])[2H]